C(CCC)C=1C(=NC(=NC1)S(=O)(=O)C)C=1C=CC(N(C1)C)=O 5-(5-butyl-2-methyl-sulfonylpyrimidin-4-yl)-1-methylpyridin-2-one